ClC1=CC=C(C=C1)N1N=C(C=C1)OCC=C(C(C(=O)NC)=NOC)C 5-([1-(4-chlorophenyl)-1H-pyrazol-3-yl]oxy)-2-(methoxyimino)-N,3-dimethylpent-3-enamide